N[C@@H](C)C(=O)NCCCNCCCCNCCCN alanyl-spermine